2-methyl-6-[(3S)-3-methyl-2,3,4,5-tetrahydropyridin-6-Yl]Indazole CN1N=C2C=C(C=CC2=C1)C=1CC[C@@H](CN1)C